ClC1=C2C(=C(N=N1)Cl)OC(=C2)C(=O)OC methyl 4,7-dichlorofuro[2,3-d]pyridazine-2-carboxylate